2-methyl-1-(2-morpholino-7-(pyridin-3-yl)-6,7-dihydro-5H-pyrrolo[2,3-d]pyrimidin-4-yloxy)propan-2-ol CC(COC=1C2=C(N=C(N1)N1CCOCC1)N(CC2)C=2C=NC=CC2)(C)O